3-(1-Anilinoethylidene)-5-benzylpyrrolidine-2,4-dione N(C1=CC=CC=C1)C(C)=C1C(NC(C1=O)CC1=CC=CC=C1)=O